(R)-1-(3-(2-(tert-butoxy)-2-oxoethoxy)phenyl)-3-(3,4,5-trimethoxyphenyl)propyl (S)-1-(4-(acryloyloxy)-3,3-dimethyl-2-oxobutanoyl)piperidine-2-carboxylate C(C=C)(=O)OCC(C(C(=O)N1[C@@H](CCCC1)C(=O)O[C@H](CCC1=CC(=C(C(=C1)OC)OC)OC)C1=CC(=CC=C1)OCC(=O)OC(C)(C)C)=O)(C)C